N[C@H](C1=NC2=C(N1)C=CC(=C2F)CN2C(CCC2)=O)C2CCC(CC2)C 1-({2-[(S)-amino(4-methylcyclohexyl)methyl]-4-fluoro-1H-benzimidazol-5-yl}methyl)-pyrrolidin-2-one